2-((S)-2,2-dimethylcyclopropanecarbonyl)-6-(1-((2-(trimethylsilyl)ethoxy)methyl)-1H-pyrazolo[4,3-c]pyridin-4-yl)-2,6-diazaspiro[3.4]octane-8-carboxamide CC1([C@H](C1)C(=O)N1CC2(C1)CN(CC2C(=O)N)C2=NC=CC1=C2C=NN1COCC[Si](C)(C)C)C